CN(S(=O)(=O)C)C=1C(=CC2=C(CCO2)C1)[N+](=O)[O-] N-methyl-N-(6-nitro-2,3-dihydrobenzofuran-5-yl)methanesulfonamide